[Pd].NC1=C(C=C(C#N)C=C1)NC[C@@H]1CC2(OCCO2)CCC1(C)C |r| rac-4-Amino-3-(((8,8-dimethyl-1,4-dioxaspiro[4.5]decan-7-yl)methyl)amino)benzonitrile Palladium